2-({2-cyclopropyl-4-[4-(2-methoxy-phenyl)-piperidin-1-yl]-quinazolin-6-ylmethyl}-methyl-amino)-ethanol C1(CC1)C1=NC2=CC=C(C=C2C(=N1)N1CCC(CC1)C1=C(C=CC=C1)OC)CN(CCO)C